FC=1N=C(SC1CN1[C@H](C[C@H](C1)OC1=NC=C(C=C1)OCCOC)C)NC(C)=O N-(4-fluoro-5-(((2S,4R)-4-((5-(2-methoxyethoxy)pyridin-2-yl)oxy)-2-methylpyrrolidin-1-yl)methyl)thiazol-2-yl)acetamide